4-hydroxy-5-((((triisopropylsilyl)oxy)methyl)tetrahydrofuran-2-yl)-1H-purin OC12N=CNCC2(NC=N1)C1(OCCC1)CO[Si](C(C)C)(C(C)C)C(C)C